O=C(C(=O)O)CCP(=O)(OC)OO 2-oxo-4-(hydroxy(methyl)phosphono)butanoic acid